N-[(6-chloropyridine-3-yl)methyl]-N-methylamine ClC1=CC=C(C=N1)CNC